O1C(=CC=C1)C1=CC=C(C=C1)CNC(=O)C1N(C(CN(C1)CC1=C(C=CC=C1)N1CCCCC1)C)C(C(C)C)=O N-{[4-(furan-2-yl)phenyl]methyl}-6-methyl-1-(2-methylpropanoyl)-4-{[2-(piperidin-1-yl)phenyl]methyl}piperazine-2-carboxamide